5-(3-fluoroimidazo[1,2-a]pyridin-6-yl)-N-(cis-3-methoxycyclobutyl)-7H-pyrrolo[2,3-d]pyrimidin-2-amine FC1=CN=C2N1C=C(C=C2)C2=CNC=1N=C(N=CC12)N[C@@H]1C[C@@H](C1)OC